thiophene-2,3-dicarboxylic acid diethyl ester C(C)OC(=O)C=1SC=CC1C(=O)OCC